(E)-N-(7-(((1R,5S)-3-azabicyclo[3.1.0]hexan-1-yl)ethynyl)-4-((3-chloro-2-fluorophenyl)amino)quinazolin-6-yl)-4-(morpholino-d8)but-2-enamide [C@]12(CNC[C@H]2C1)C#CC1=C(C=C2C(=NC=NC2=C1)NC1=C(C(=CC=C1)Cl)F)NC(\C=C\CN1C(C(OC(C1([2H])[2H])([2H])[2H])([2H])[2H])([2H])[2H])=O